(S)-4-(2-(4-(2-acetyl-5-chlorophenyl)-3-methoxy-6-oxopyridazin-1(6H)-yl)-3-phenylpropanamido)-2-chlorobenzoic acid C(C)(=O)C1=C(C=C(C=C1)Cl)C=1C(=NN(C(C1)=O)[C@H](C(=O)NC1=CC(=C(C(=O)O)C=C1)Cl)CC1=CC=CC=C1)OC